C1(CC1)NC(=O)C=1C=C(C(=C(C1)C1=NC=C(C(=O)NCC2=C(C(=CC=C2)F)F)C=C1)C)F 6-{5-[(cyclopropylamino)carbonyl]-3-fluoro-2-methylphenyl}-N-(2,3-difluorobenzyl)nicotinamide